CC1(C(=CC=CC1)C=1C(=CC=CC1)C1=CC=CC=C1)C 2,2-dimethyl-o-terphenyl